C(C)(C)(C)OC(=O)N1[C@@H](CCC1)[C@@]1(OC2=C(C1)C(=C(C(=C2)F)Cl)C2=C(C(=NC=C2C(=O)O)O[C@@H]2[C@@H](CCC2)O)F)C2=CC=CC=C2 |o1:8,12,33,34| rel-4-((S)-2-((S)-1-(tert-butoxycarbonyl)pyrrolidin-2-yl)-5-chloro-6-fluoro-2-phenyl-2,3-dihydrobenzofuran-4-yl)-5-fluoro-6-(((1S,2R)-2-hydroxycyclopentyl)oxy)nicotinic acid